5-bromo-N-(benzhydryl)-3-fluoropyridin-2-amine BrC=1C=C(C(=NC1)NC(C1=CC=CC=C1)C1=CC=CC=C1)F